ClC1=NC(=NC(=N1)Cl)C1=NC(=CC=C1)C(F)F 2,4-dichloro-6-(6-difluoromethyl-pyridin-2-yl)-[1,3,5]triazine